OC12CNCC(OC1)O2 HYDROXY-6,8-DIOXA-3-AZABICYCLO[3.2.1]OCTANE